(3S)-3-[4-(4-hydroxy-1-piperidyl)indolin-1-yl]piperidine-2,6-dione OC1CCN(CC1)C1=C2CCN(C2=CC=C1)[C@@H]1C(NC(CC1)=O)=O